6-(1,1-difluoroethyl)-N-[2-[4-(hydroxymethyl)cyclohexyl]-7-methoxy-imidazo[1,2-a]pyridin-6-yl]pyridine-2-carboxamide FC(C)(F)C1=CC=CC(=N1)C(=O)NC=1C(=CC=2N(C1)C=C(N2)C2CCC(CC2)CO)OC